C(C)C=1C(=C(C(=C(C(=O)N2CCN(CC2)C(C2=C(C(=C(C(=C2)CC)CC)N)O)=O)C1)O)N)CC bis-(diethyl-aminohydroxybenzoyl)piperazine